N-((5-(2-((1-methyl-1H-pyrazolo[3,4-d]pyrimidin-4-yl)thio)acetyl)thiophen-2-yl)methyl)cyclopropanecarboxamide CN1N=CC=2C1=NC=NC2SCC(=O)C2=CC=C(S2)CNC(=O)C2CC2